F[C@@]1([C@@H](C1)C=O)C=C (1S,2R)-2-fluoro-2-vinylcyclopropane-1-carbaldehyde